C1(=CC=CC=C1)C1=NC(=CC(=C1)C(F)(F)F)C1=CC=CC=C1 2,6-diphenyl-4-(trifluoromethyl)pyridine